ClC1=C(C=CC=C1)N1CCN(C2=CC=CC=C12)C(=O)N1CCOCC1 (4-(2-chlorophenyl)-3,4-dihydroquinoxalin-1(2H)-yl)(morpholino)methanone